N,N,N',N'-tetra-(2-hydroxypropyl)-ethylenediamine OC(CN(CCN(CC(C)O)CC(C)O)CC(C)O)C